CC1=CC=C(C=C1)S(=O)(=O)O.N1CC(C1)C1=CC=C(C=C1)C1=CC=NN1C 5-(4-(azetidin-3-yl)phenyl)-1-methyl-1H-pyrazole 4-methylbenzenesulfonate